O[C@]12[C@@H](C=C3[C@@H]4CC[C@H]([C@@H](CCCC(C)C)C)[C@]4(CC[C@@H]3[C@]2(CC[C@@H](C1)O)C)C)NCCCN 5α-hydroxy-6β-(3-aminopropylamino)cholest-7-en-3β-ol